(S)-5-chloro-N-(2,4-difluoro-3-(2-((2-hydroxy-1-phenylethyl)amino)quinazolin-6-yl)phenyl)-2-methoxypyridine-3-sulfonamide ClC=1C=C(C(=NC1)OC)S(=O)(=O)NC1=C(C(=C(C=C1)F)C=1C=C2C=NC(=NC2=CC1)N[C@H](CO)C1=CC=CC=C1)F